CC1(CC1)N1C=C2C(NNC(C2=CC1=O)=O)=O 6-(1-Methylcyclopropyl)-2,3-dihydropyrido[3,4-d]pyridazin-1,4,7(6H)-trione